propylene glycol, sodium salt [Na].C(C(C)O)O